OC1(CC(C1)NC1=NC(=CC(=C1)C=1C=C(C=CC1C)NC(=O)N1C[C@@H](CC1)CC(F)(F)F)N1CCOCC1)C (S)-N-(3-(2-(((1R,3S)-3-hydroxy-3-methylcyclobutyl)amino)-6-morpholinylpyridin-4-yl)-4-methylphenyl)-3-(2,2,2-trifluoroethyl)pyrrolidine-1-carboxamide